ClC1=CC(=C(C=C1Cl)O)CN1CC2=C(CC1)NN=C2 4,5-dichloro-2-((6,7-dihydro-1H-pyrazolo[4,3-c]pyridin-5(4H)-yl)methyl)phenol